N1=C(C=CC=C1)C(CC(O)C1=NC=CC=C1)O 1,3-bis(2-pyridyl)-1,3-propanediol